C1(CCCCC1)C(=O)N1CCCC1 1-Cyclohexylformylpyrrolidine